3-(2-fluorophenyl)-5-methyl-1H-pyrrole-2,4-dicarboxylic acid diethyl ester C(C)OC(=O)C=1NC(=C(C1C1=C(C=CC=C1)F)C(=O)OCC)C